CCCCCCCCC(CCCCCCCC)OC(CCCCCCCN(CCCCCCC(C(=O)OCCCCCC)C(=O)OCCCCCC)CCO)=O dihexyl 2-(6-((8-(heptadecan-9-yloxy)-8-oxooctyl)(2-hydroxyethyl)amino)hexyl)malonate